gallium triflate scandium triflate indium triflate [O-]S(=O)(=O)C(F)(F)F.[In+3].[O-]S(=O)(=O)C(F)(F)F.[Sc+3].[O-]S(=O)(=O)C(F)(F)F.[Ga+3]